ClC1=C(C=CC=C1)N1N=CC(=C1)C=1SC=C(N1)C(=O)N([C@@H]1CNCC1)C(C)C 2-[1-(2-chlorophenyl)-1H-pyrazol-4-yl]-N-(propan-2-yl)-N-[(3S)-pyrrolidin-3-yl]-1,3-thiazole-4-carboxamide